((3S,4R)-1-ethyl-3-fluoropiperidin-4-yl)-2-iodo-1-(2,2,2-trifluoroethyl)-1H-indol-4-amine C(C)N1C[C@H]([C@H](CC1)C1=C(N(C=2C=CC=C(C12)N)CC(F)(F)F)I)F